3-((6-bromo-2-(2,5-dimethyl-1-(3-(morpholine-4-carbonyl)phenyl)-1H-pyrrol-3-yl)-3H-imidazo[4,5-b]pyridine-7-yl)amino)benzenesulfonamide BrC=1C(=C2C(=NC1)NC(=N2)C2=C(N(C(=C2)C)C2=CC(=CC=C2)C(=O)N2CCOCC2)C)NC=2C=C(C=CC2)S(=O)(=O)N